N-(3-(diethylamino)propyl)-2-(4-(methylcarbamoyl)phenyl)benzo[4,5]imidazo[2,1-b]thiazole-7-carboxamide C(C)N(CCCNC(=O)C=1C=CC2=C(N=C3SC(=CN32)C3=CC=C(C=C3)C(NC)=O)C1)CC